BrC(C(=O)OC)C 2-bromopropionic acid, Methyl ester